C(C)[C@H](C#N)[C@@H](CC[C@@H](C)[C@H]1CC[C@H]2[C@@H]3CC[C@H]4C[C@](CC[C@@]4([C@H]3CC[C@]12C)C)(O)CC)O (2R,3R,6R)-2-ethyl-6-((3S,5S,8R,9S,10S,13R,14S,17R)-3-ethyl-3-hydroxy-10,13-dimethylhexadecahydro-1H-cyclopenta[a]phenanthren-17-yl)-3-hydroxyheptanenitrile